N1=C(C=CC=C1)C1=NOC(=C1)CC=1OC=C(N1)C(=O)OCC ethyl 2-((3-(pyridin-2-yl)isoxazol-5-yl)methyl)oxazole-4-carboxylate